FC1CN(CCC1N(C(CC)=O)C1=CC=CC=C1)CCC1=CC=CC=C1 N-(3-Fluoro-1-phenethyl-piperidin-4-yl)-N-phenyl-propionamide